FC1=CC(=C2OC=3C=CC=C(C[C@@H]4N(C(NCC1=N2)=O)CC([C@@H]4NS(=O)(=O)CC)(F)F)C3F)F N-[(15aS,16R)-5,7,17,17,20-pentafluoro-1-oxo-2,3,15a,16,17,18-hexahydro-1H,15H-4,8-(azeno)-14,10-(metheno)pyrrolo[1,2-j][1,8,10]oxadiazacycloheptadecin-16-yl]ethanesulfonamide